[Na+].C(C=C)(=O)[O-].C=C ethylene acrylate sodium salt